(4-(4-(benzo[d]thiazol-5-ylamino)quinolin-6-yl)-3-fluorophenyl)(4-cyclobutylpiperazin-1-yl)methanone S1C=NC2=C1C=CC(=C2)NC2=CC=NC1=CC=C(C=C21)C2=C(C=C(C=C2)C(=O)N2CCN(CC2)C2CCC2)F